3-(methylsulfonyl)-1H-pyrazole-1-carboxylic acid 4-nitrophenyl ester [N+](=O)([O-])C1=CC=C(C=C1)OC(=O)N1N=C(C=C1)S(=O)(=O)C